((2S,4S)-1-acryloyl-4-(8-chloro-7-(6-chloro-5-methyl-1H-indazol-4-yl)-4-(3-(dimethylamino)azetidin-1-yl)-6-fluoro-1H-pyrazolo[4,3-c]quinolin-1-yl)piperidin-2-yl)acetonitrile C(C=C)(=O)N1[C@@H](C[C@H](CC1)N1N=CC=2C(=NC=3C(=C(C(=CC3C21)Cl)C2=C1C=NNC1=CC(=C2C)Cl)F)N2CC(C2)N(C)C)CC#N